Cl.ClC1=CC2=C(C=N1)C1(C(N2)=O)C2(NC(C1C1=C(C(=NC=C1)Cl)F)C(=O)O)CCC(CC2)(C)C 6''-Chloro-4'-(2-chloro-3-fluoropyridin-4-yl)-4,4-dimethyl-2''-oxo-1'',2''-dihydrodispiro[cyclohexane-1,2'-pyrrolidine-3',3''-pyrrolo[3,2-c]pyridine]-5'-carboxylic acid hydrochloride